2-azidoethyl 4-O-benzyl-2-deoxy-2-(1,3-dioxoisoindolin-2-yl)-[(α-D-mannopyranosyl)-(1→3)]-[α-D-mannopyranosyl-(1→6)]-β-D-glucopyranoside C(C1=CC=CC=C1)O[C@H]1[C@@H]([C@H]([C@](OCCN=[N+]=[N-])(O[C@@H]1CO[C@@H]1[C@@H](O)[C@@H](O)[C@H](O)[C@H](O1)CO)[C@@H]1[C@@H](O)[C@@H](O)[C@H](O)[C@H](O1)CO)N1C(C2=CC=CC=C2C1=O)=O)O